FC=1C(=NC=C(C1)SCC1=CC=C(C=C1)OC)OC 3-fluoro-2-methoxy-5-((4-methoxybenzyl)thio)pyridine